NC1=NC=2C=CC(=CC2C2=C1[C@H](OC2)C)C(=O)N(CC2=NC=C(C=C2)C(F)(F)F)[C@@H]2[C@H](CCC2)C#N (3R)-4-amino-N-((1S,2S)-2-cyanocyclopentyl)-3-methyl-N-((5-(trifluoromethyl)-2-pyridinyl)methyl)-1,3-dihydrofuro[3,4-c]quinoline-8-carboxamide